C(C)(C)(C)OC(=O)NCC1=CC=C(C=C1)NC([C@H](C)NC([C@H](C(C)C)NC(OCC1=CC=CC=C1)=O)=O)=O benzyl ((S)-1-(((S)-1-((4-(((tert-butoxycarbonyl)amino)methyl)phenyl)amino)-1-oxopropan-2-yl)amino)-3-methyl-1-oxobutan-2-yl)carbamate